(S)-3-Cyclopropyl-2-(2-((S)-1-(2,3-difluorobenzyl)-5-oxopyrrolidin-2-yl)-N-(prop-2-yn-1-yl)acetamido)propanoic acid C1(CC1)C[C@@H](C(=O)O)N(C(C[C@H]1N(C(CC1)=O)CC1=C(C(=CC=C1)F)F)=O)CC#C